ClC=1N=C2C(=NC1)NC=C2C2=NC(=CC(=N2)N[C@@H]2[C@H](C1CCC2CC1)C(=O)OCC)C=1OC(=CC1)C#N (2S,3S)-ethyl 3-((2-(2-chloro-5H-pyrrolo[2,3-b]pyrazin-7-yl)-6-(5-cyanofuran-2-yl) pyrimidin-4-yl)amino)bicyclo[2.2.2]octane-2-carboxylate